1-(2-aminobenzo[d]oxazol-6-yl)-1-[2-(4-morpholinyl)ethyl]-3-(4-methylphenyl)urea NC=1OC2=C(N1)C=CC(=C2)N(C(=O)NC2=CC=C(C=C2)C)CCN2CCOCC2